1-Tert-butoxycarbonyl-4-[3-[1-(2,6-dioxo-3-piperidyl)-3-methyl-2-oxo-benzimidazol-5-yl]propyl]piperidine-4-carboxylic acid C(C)(C)(C)OC(=O)N1CCC(CC1)(C(=O)O)CCCC1=CC2=C(N(C(N2C)=O)C2C(NC(CC2)=O)=O)C=C1